N-(2-chloro-4-nitrophenyl)-1H-indole-7-carboxamide ClC1=C(C=CC(=C1)[N+](=O)[O-])NC(=O)C=1C=CC=C2C=CNC12